1-(6-amino-4-methylpyridin-2-yl)-N-(5-cyano-6-(2H-1,2,3-triazol-2-yl)pyridin-3-oneYl)-5-(trifluoromethyl)-1H-pyrazole-4-carboxamide NC1=CC(=CC(=N1)N1N=CC(=C1C(F)(F)F)C(=O)NC1N=C(C(=CC1=O)C#N)N1N=CC=N1)C